OC1=C(C(=O)C2=CC=C(C=C2)OC)C=CC(=C1)OCCC 2-hydroxy-4-n-propoxy-4'-methoxybenzophenone